[18F]C1=CC=C(CBr)C=C1 4-[18F]fluorobenzyl bromide